NC=1C=NC(=NC1)C#N 5-amino-2-pyrimidinenitrile